3-(4,5,6,7-tetrahydropyrazolo[1,5-a]pyridin-3-yl)-1-((2-(trimethylsilyl)ethoxy)methyl)-1H-pyrazol-4-amine N1=CC(=C2N1CCCC2)C2=NN(C=C2N)COCC[Si](C)(C)C